CC=1C=C(C=C(C1)C1=CC=CC=C1)C1=CC=CC=C1 5'-methyl[1,1':3',1''-terphenyl]